3-Amino-3-({1-[(2-methylprop-2-enoyl)oxy]propan-2-yl}carbamoyl)propanoic acid NC(CC(=O)O)C(NC(COC(C(=C)C)=O)C)=O